calcium-ruthenium oxide [Ru]=O.[Ca]